4-methoxy-7-(pyridin-2-yl)-2-(4-(trifluoromethyl)phenyl)quinoline COC1=CC(=NC2=CC(=CC=C12)C1=NC=CC=C1)C1=CC=C(C=C1)C(F)(F)F